1-[[tert-butyl(dimethyl)silyl]oxymethyl]cyclobutanecarbaldehyde [Si](C)(C)(C(C)(C)C)OCC1(CCC1)C=O